Methyl (4S)-3-{[1-(4-methoxyphenyl)cyclohexyl]carbonyl}-1,3-thiazolidine-4-carboxylate COC1=CC=C(C=C1)C1(CCCCC1)C(=O)N1CSC[C@@H]1C(=O)OC